C(CCCCCCCCC)N1C=2C=CC=CC2C=2C1=C1C(=C3C=4C=CC=CC4N(C23)CCCCCCCCCC)NC=2C=CC=CC21 5,10-didecyl-10,15-dihydro-5H-diindolo[3,2-a:3',2'-c]carbazole